BrC=1C=NN2C1N=C(C=C2C2=CC=C(C=C2)S(=O)(=O)C)N2[C@@H](COCC2)C (3R)-4-[3-bromo-7-(4-methylsulfonylphenyl)pyrazolo[1,5-a]pyrimidin-5-yl]-3-methylmorpholine